2'-chloro-N-(5-(4-chloro-1-isopropyl-1H-pyrazole-5-carbonyl)-5,6-dihydro-4H-pyrrolo[3,4-d]thiazol-2-yl)-5'-methoxy-6-methyl-[4,4'-bipyridine]-3-carboxamide ClC1=NC=C(C(=C1)C1=C(C=NC(=C1)C)C(=O)NC=1SC2=C(N1)CN(C2)C(=O)C2=C(C=NN2C(C)C)Cl)OC